4-(3-Chloro-2-fluorophenyl)-5-methoxyquinazoline-4,6-diamine ClC=1C(=C(C=CC1)C1(NC=NC2=CC=C(C(=C12)OC)N)N)F